(9-benzyloxy-9-oxo-nonyl) 2-heptylnonanoate C(CCCCCC)C(C(=O)OCCCCCCCCC(=O)OCC1=CC=CC=C1)CCCCCCC